2,6-dichloro-4-cyanobenzoic acid ClC1=C(C(=O)O)C(=CC(=C1)C#N)Cl